F[C@@H]1CNCC[C@H]1O (3r,4r)-3-fluoropiperidin-4-ol